(2-(4-(5-fluoro-1-methyl-1H-indazol-6-yl)-1H-benzo[d]imidazol-1-yl)acetyl)glycylglycine FC=1C=C2C=NN(C2=CC1C1=CC=CC=2N(C=NC21)CC(=O)NCC(=O)NCC(=O)O)C